BrC=1SC2=C(N1)C(=CC(=C2)OC)Cl 2-bromo-4-chloro-6-methoxybenzo[d]thiazole